1-(9Z,12Z-octadecadienoyl)-2-(9Z-nonadecenoyl)-glycero-3-phospho-(1'-sn-glycerol) CCCCCCCCC/C=C\CCCCCCCC(=O)O[C@H](COC(=O)CCCCCCC/C=C\C/C=C\CCCCC)COP(=O)(O)OC[C@H](CO)O